1-N,1-N,8-N,8-N-tetramethylnaphthalene-1,8-diamine CN(C1=CC=CC2=CC=CC(=C12)N(C)C)C